CCCCCCCCCCCC[N+](C)(C)CC(=O)[O-] Laurylbetain